4-(3,3-diethyl-7-fluoro-2-methyl-3H-indol-5-yl)-5-fluoro-N-(5-(4-methylpiperazin-1-yl)pyridin-2-yl)pyrimidine C(C)C1(C(=NC2=C(C=C(C=C12)C1=NCN(C=C1F)C1=NC=C(C=C1)N1CCN(CC1)C)F)C)CC